C(C)(C)(C)OC(=O)N1C(OC[C@@H]1C1=CC(=C(C=C1)Cl)C=1N(C=CN1)C(F)F)(C)C (S)-4-(4-chloro-3-(1-(difluoromethyl)-1H-imidazol-2-yl)phenyl)-2,2-dimethyloxazolidine-3-carboxylic acid tert-butyl ester